((7R)-7-Amino-2-azabicyclo[2.2.1]heptan-2-yl)(2-(1-(cyclopropylmethyl)-6-(2-fluoro-3-hydroxyphenyl)-1H-indol-2-yl)-3-methylbenzofuran-6-yl)methanone N[C@H]1C2N(CC1CC2)C(=O)C2=CC1=C(C(=C(O1)C=1N(C3=CC(=CC=C3C1)C1=C(C(=CC=C1)O)F)CC1CC1)C)C=C2